ethyl (6R)-2-(2-((1-(4-(difluoromethoxy)phenyl)ethyl)amino)ethyl)-6-methyl-4,5,6,7-tetrahydro-2H-pyrazolo[4,3-c]pyridine-3-carboxylate FC(OC1=CC=C(C=C1)C(C)NCCN1N=C2C(CN[C@@H](C2)C)=C1C(=O)OCC)F